2-[9-(2-cyanoethyl)-1,9-diazatricyclo[6.3.1.04,12]dodeca-2,4(12),5,7-tetraen-2-yl]-7-methoxy-1-methyl-benzimidazole-5-carboxylic acid methyl ester COC(=O)C1=CC2=C(N(C(=N2)C=2N3CCN(C4=CC=CC(C2)=C34)CCC#N)C)C(=C1)OC